NC1=NC(N(C=C1F)[C@@H]1CS[C@@H](O1)COP(=O)(N(CCC(C)C)CCC(C)C)NC(C(=O)OCC)(C)C)=O Ethyl 2-(((((2r,5s)-5-(4-amino-5-fluoro-2-oxopyrimidin-1(2H)-yl)-1,3-oxathiolan-2-yl) methoxy) (diisopentylamino) phosphoryl) amino)-2-methylpropionate